C(C)OC1=NC=2N(C(C(=NC2C=N1)C1=CC2C(CCO2)C=C1)=O)C=1C=NC(=CC1)OC 2-ethoxy-8-(6-methoxypyridin-3-yl)-6-(2,3,3a,7a-tetrahydrobenzofuran-6-yl)pteridin-7(8H)-one